(2S,5R)-3-(4-amino-2-fluorophenylethyl)-2-(1-(4-fluorophenyl)-3-(furan-3-yl)-1H-pyrazol-4-yl)-5-methyloxazolidin-4-one NC1=CC(=C(C=C1)CCN1[C@@H](O[C@@H](C1=O)C)C=1C(=NN(C1)C1=CC=C(C=C1)F)C1=COC=C1)F